2-AMINO-5-ETHOXYBENZALDEHYDE NC1=C(C=O)C=C(C=C1)OCC